C1(=CC=CC2=CC=CC=C12)CC(=O)O.C(CCC)N1CN(C=C1)C 1-butyl-3-methylimidazole naphthaleneacetate